(2-phenyl-1-(phenylsulfonyl)-1H-imidazol-4-yl)methanone C1(=CC=CC=C1)C=1N(C=C(N1)C=O)S(=O)(=O)C1=CC=CC=C1